BrC1=C(C=C(C(=O)NC2=C(C(=C(C=C2)Br)Cl)F)C=C1)F 4-bromo-N-(4-bromo-3-chloro-2-fluoro-phenyl)-3-fluoro-benzamide